NC1=C(C2=C(S1)C(C(CC2)(C=2N=NNC2)C2=CC=CC=C2)=O)C(=O)NC2CC2 2-Amino-N-cyclopropyl-7-oxo-6-phenyl-6-(1H-1,2,3-triazol-4-yl)-4,5,6,7-tetrahydrobenzo[b]thiophene-3-carboxamide